N2-(4-(3,8-diazabicyclo[3.2.1]octane-3-yl)phenyl)-9-cyclopentyl-N8-phenyl-9H-purine-2,8-diamine C12CN(CC(CC1)N2)C2=CC=C(C=C2)NC2=NC=C1N=C(N(C1=N2)C2CCCC2)NC2=CC=CC=C2